2-(3,5-dimethoxy-4-{[(4-methoxyphenyl)methyl]sulfanyl}phenyl)oxolane COC=1C=C(C=C(C1SCC1=CC=C(C=C1)OC)OC)C1OCCC1